C(CCCCC)(=O)ON1C(=CC2=CC(=C(C=C12)C)C#N)CC Ethyl-(5-cyano-6-methyl-1H-indol-1-yl) hexanoate